2-fluoro-6-(3-methyl-4-oxo-quinazolin-6-yl)oxy-benzonitrile FC1=C(C#N)C(=CC=C1)OC=1C=C2C(N(C=NC2=CC1)C)=O